4-(4-((1-(7-amino-2-(furan-2-yl)-[1,2,4]triazolo[1,5-a][1,3,5]triazin-5-yl)piperidin-3-yl)methyl)piperazin-1-yl)benzamide NC1=NC(=NC=2N1N=C(N2)C=2OC=CC2)N2CC(CCC2)CN2CCN(CC2)C2=CC=C(C(=O)N)C=C2